ClC1=NC(=C2C(=N1)NN=C2C)NCCN(C)C 6-chloro-N-[2-(dimethylamino)ethyl]-3-methyl-1H-pyrazolo[3,4-d]pyrimidin-4-amine